2-(3-trifluoromethylphenyl)-1H-phenanthrene FC(C=1C=C(C=CC1)C1CC=2C=CC3=CC=CC=C3C2C=C1)(F)F